trans-4-(3-(4-(4-(2,6-dioxopiperidin-3-yl)phenoxy)butoxy)phenyl)pyrrolidine-3-carbonitrile O=C1NC(CCC1C1=CC=C(OCCCCOC=2C=C(C=CC2)[C@H]2[C@@H](CNC2)C#N)C=C1)=O